C(CCCCCCCCC)NC1CCC(CC1)=O 4-(decylamino)cyclohexanone